CN1C=CC=2C1=C(N=CC2)N(C(=O)N2CCC(CC2)C2=CC=C(C=C2)[N+](=O)[O-])[C@H]2CN(CCC2)C(=O)OC(C)(C)C tert-butyl (R)-3-(N-(1-methyl-1H-pyrrolo[2,3-c]pyridin-7-yl)-4-(4-nitrophenyl)piperidine-1-carboxamido)piperidine-1-carboxylate